FC(C(=O)N1CC(C1)N1N=C(C2=CC=CC(=C12)C1=NC(=NO1)C(C)C)C1=CC=C(C=C1)C(F)(F)F)=C 2-fluoro-1-(3-(7-(3-isopropyl-1,2,4-oxadiazol-5-yl)-3-(4-(trifluoromethyl)phenyl)-1H-indazol-1-yl)azetidin-1-yl)prop-2-en-1-one